ClC1=C2CCN([C@@H](C2=C(C=C1)OCC=1N=NN(C1C(F)F)C)CN1C(C2=CC=CC=C2C1=O)=O)C(=O)OC(C)(C)C Tert-butyl (S)-5-chloro-8-((5-(difluoromethyl)-1-methyl-1H-1,2,3-triazol-4-yl) methoxy)-1-((1,3-dioxoisoindol-2-yl) methyl)-3,4-dihydroisoquinoline-2(1H)-carboxylate